1-[(3S)-3-[4-[3-Chloro-2-fluoro-4-(oxetan-3-ylmethyl)anilino]pyrido[3,2-d]pyrimidin-6-yl]oxypyrrolidin-1-yl]prop-2-en-1-one ClC=1C(=C(NC=2C3=C(N=CN2)C=CC(=N3)O[C@@H]3CN(CC3)C(C=C)=O)C=CC1CC1COC1)F